N[C@H](C(=O)O)CC1=CN(C2=CC=CC=C12)CC(=O)OC(C)(C)C (S)-2-amino-3-(1-(2-(tert-butoxy)-2-oxoethyl)-1H-indol-3-yl)propionic acid